2-[3-bromo-1-(3-chloro-2-pyridinyl)-1H-pyrazol-5-yl]-4H-pyrido[2,3-d][3,1]oxazin-4-one BrC1=NN(C(=C1)C1=NC(C2=C(O1)N=CC=C2)=O)C2=NC=CC=C2Cl